C(C1=CC=CC=C1)(=O)C1OCC(CO1)(C)C 5-Benzoyl-2,2-dimethyl-4,6-dioxacyclohexan